2-(3-chloro-4-tolyl)-N-((2-(2,6-dioxopiperidin-3-yl)-1-oxoisoindolin-5-yl)methyl)-2-oxoacetamide ClC=1C=C(C=CC1C(C(=O)NCC=1C=C2CN(C(C2=CC1)=O)C1C(NC(CC1)=O)=O)=O)C